CC1=C(C=CC(=C1B1OC(C(O1)(C)C)(C)C)NCC1=CC(=CC=C1)C(F)(F)F)S(=O)(=O)N methyl-3-(4,4,5,5-tetramethyl-1,3,2-dioxaborolan-2-yl)-4-[[3-(trifluoromethyl)phenyl]methylamino]benzenesulfonamide